CC1=CC=C(S1)C=O 5-methyl-2-thiophenecarboxaldehyde